9,10,11,12-tetrahydro-9,12-epoxy-1H-diindolo[1,2,3-fg:3',2',1'-kl]pyrrolo[3,4-i][1,6]benzodiazocine C1N=CC2=C1C1=C3C=4N(C5CCC(N3C=3C=CC=CC31)O5)C5=CC=CC=C5C24